P(OO)([O-])N hydroxy phosphoramidite